tert-butyl 3-(6-(benzyloxy) hexyl)-3-hydroxyazetidine-1-carboxylate C(C1=CC=CC=C1)OCCCCCCC1(CN(C1)C(=O)OC(C)(C)C)O